ClC1=CC=C(C=C1)C1=NN2C(N=CC(=C2C(=O)OCC)C2=CC=CC=C2)=C1 Ethyl 2-(4-Chlorophenyl)-6-phenylpyrazolo[1,5-a]pyrimidine-7-carboxylate